(S)-N-(3-Chloro-2,4-difluorophenyl)-N-methyl-2-oxo-3-(5-oxo-4-(trifluoromethyl)-6,7-dihydro-5H-cyclopenta[b]pyridin-2-yl)imidazolidine-4-carboxamide ClC=1C(=C(C=CC1F)N(C(=O)[C@H]1N(C(NC1)=O)C1=CC(=C2C(=N1)CCC2=O)C(F)(F)F)C)F